C(C)C1=NC(=CC=C1NC(C1=C(C=CC(=C1)C(F)(F)F)NC1=C(C=C(C=C1)F)C)=O)OC N-(2-ethyl-6-methoxypyridin-3-yl)-2-((4-fluoro-2-methylphenyl)amino)-5-(trifluoromethyl)benzamide